Pentafluorophenol potassium salt [K].FC1=C(C(=C(C(=C1O)F)F)F)F